Br.C1(CC1)CN1CCNCC1 1-(cyclopropylmethyl)piperazine HBr salt